C(C)OC1=CC=C(C=C1)NC(=O)C1=NN2C(N=CC=C2C2=CC(=C(C=C2)OC)F)=C1 N-(4-ethoxyphenyl)-7-(3-fluoro-4-methoxyphenyl)pyrazolo[1,5-a]pyrimidine-2-carboxamide